O=C1NC(CCC1NC1=CC=C(C=C1)N1CCN(CC1)CCN(CCCCCNC(=O)C=1C=NN2C1N=C(C=C2)N2[C@H](CCC2)C2=C(C=CC(=C2)F)F)C)=O |r| N-[5-[2-[4-[4-[(2,6-dioxo-3-piperidyl)amino]phenyl]piperazin-1-yl]ethyl-methyl-amino]pentyl]-5-[rac-(2R)-2-(2,5-difluorophenyl)pyrrolidin-1-yl]pyrazolo[1,5-a]pyrimidine-3-carboxamide